C12(CC(C1)C2)NC2=CC(=NC=C2C#N)NC(=O)N2CCCC1=CC(=C(N=C21)C=O)CN2C(CN(CC2)C)=O N-(4-(bicyclo[1.1.1]pentan-1-ylamino)-5-cyanopyridin-2-yl)-7-formyl-6-((4-methyl-2-oxopiperazin-1-yl)methyl)-3,4-dihydro-1,8-naphthyridine-1(2H)-carboxamide